NC(CC1(C[C@H]2CC[C@@H](C1)N2C(C(F)(F)C=2C=C(C(=O)NC1=CC(=C(C=C1)F)C)C=CC2F)=O)O)=O 3-(2-((1R,5S)-3-(2-amino-2-oxoethyl)-3-hydroxy-8-azabicyclo[3.2.1]octan-8-yl)-1,1-difluoro-2-oxoethyl)-4-fluoro-N-(4-fluoro-3-methylphenyl)benzamide